[Zn].NC1=NC(=CC(=N1)O)C amino-4-hydroxy-6-methylpyrimidine zinc